N-((3S,4R)-3-fluorotetrahydro-2H-pyran-4-yl)-4-methoxy-5-(pyrazolo[1,5-a]pyridin-5-yl)-7H-pyrrolo[2,3-d]pyrimidin-2-amine F[C@@H]1COCC[C@H]1NC=1N=C(C2=C(N1)NC=C2C2=CC=1N(C=C2)N=CC1)OC